C(C)(C)(C)C1=CC=C2C(=C(NC2=C1)C(=O)N1CCC(CC1)C=1C=C2CN(C(C2=CC1)=O)C1C(NC(CC1)=O)=O)C 3-(5-(1-(6-(tert-butyl)-3-methyl-1H-indole-2-carbonyl)piperidin-4-yl)-1-oxoisoindolin-2-yl)piperidine-2,6-dione